(+/-)-exo-trans-tert-Butyl 2-(Hydroxymethyl)-3-(4-methoxyphenyl)-8-azabicyclo[3.2.1]octane-8-carboxylate OCC1C2CCC(CC1C1=CC=C(C=C1)OC)N2C(=O)OC(C)(C)C